N-(5-(4-cyano-1H-pyrazol-1-yl)-4-((2-(1,1-difluoroethyl)-6-methylpyrimidin-4-yl)amino)pyridin-2-yl)acetamide C(#N)C=1C=NN(C1)C=1C(=CC(=NC1)NC(C)=O)NC1=NC(=NC(=C1)C)C(C)(F)F